N-(5-isopropyl-3-(trifluoromethyl)pyridin-2-yl)-3-(1-methyl-2,3-dihydro-1H-pyrrolo[2,3-c]pyridin-5-yl)-1,2,4-thiadiazol-5-amine C(C)(C)C=1C=C(C(=NC1)NC1=NC(=NS1)C=1C=C2C(=CN1)N(CC2)C)C(F)(F)F